isopropyl 3-(3,5-dimethoxyphenyl)-2-(4,4,5,5-tetramethyl-1,3,2-dioxaborolan-2-yl)bicyclo[1.1.1]pentane-1-carboxylate COC=1C=C(C=C(C1)OC)C12C(C(C1)(C2)C(=O)OC(C)C)B2OC(C(O2)(C)C)(C)C